FC1=CC=C(C=C1)C(N1[C@@H](CN[C@H](C1)C)C)C1=CC=C(C=C1)F (2R,5S)-1-(bis(4-fluorophenyl)methyl)-2,5-dimethylpiperazine